6-(5-cyanopyridin-2-yl)thiazolo[4,5-b]pyrazine C(#N)C=1C=CC(=NC1)C=1N=C2C(=NC1)N=CS2